tert-butyl ((5-hydroxy-1-(4-(trifluoromethyl) phenyl)-1H-indazol-3-yl) methyl)carbamate OC=1C=C2C(=NN(C2=CC1)C1=CC=C(C=C1)C(F)(F)F)CNC(OC(C)(C)C)=O